2-((1S,3R)-3-((S)-5-(3,5-difluorophenyl)-3-oxo-6,7-dihydro-3H-pyrrolo[2,1-c][1,2,4]triazol-2(5H)-yl)cyclobutoxy)pyrimidine-4-carbonitrile FC=1C=C(C=C(C1)F)[C@@H]1CCC2=NN(C(N21)=O)C2CC(C2)OC2=NC=CC(=N2)C#N